C(CCC)N(CCCC)CC(=O)OCC ethyl N,N-dibutylaminoacetate